ethyl (R)-4-(7-bromo-3-methyl-1,1-dioxido-3,4-dihydro-2H-benzo[b][1,4,5]oxathiazin-2-yl)-3-fluorobenzoate BrC1=CC2=C(O[C@@H](N(S2(=O)=O)C2=C(C=C(C(=O)OCC)C=C2)F)C)C=C1